Cl.C(CCCCCCCCC)C1=CC=C(C=C1)C1=NOC(=N1)CNC(=O)[C@H]1CNCC1 (R)-N-((3-(4-decylphenyl)-1,2,4-oxadiazol-5-yl)methyl)pyrrolidine-3-carboxamide hydrochloride